N1=CC=CC2=CC=CC(=C12)C1=CC=C(C=C1)B(O)O (4-(quinolin-8-yl)phenyl)boronic acid